benzyl-tetrapropyl-ammonium C(C1=CC=CC=C1)CCC[N+](CCC)(CCC)CCC